methyl 3-methoxy-4-[(3-{4-[(1-methylpiperidin-4-yl)amino]-1-(2,2,2-trifluoroethyl)-1H-indol-2-yl}prop-2-yn-1-yl)amino]benzoate COC=1C=C(C(=O)OC)C=CC1NCC#CC=1N(C2=CC=CC(=C2C1)NC1CCN(CC1)C)CC(F)(F)F